Ammonium 2-(heptadecylthio)ethyl (R)-(((1-(6-amino-9H-purin-9-yl)propan-2-yl)oxy)methyl) phosphonate P(OCCSCCCCCCCCCCCCCCCCC)(OCO[C@@H](CN1C2=NC=NC(=C2N=C1)N)C)=O.[NH4+]